7-Bromo-4-(2-fluoro-5-(trifluoromethoxy)benzyl)-3,4-dihydrobenzo[f][1,4]oxazepin-5(2H)-one BrC=1C=CC2=C(C(N(CCO2)CC2=C(C=CC(=C2)OC(F)(F)F)F)=O)C1